2,2'-((2-((2-((cyanomethyl)amino)ethyl)(2-(3-(2-((2-((cyanomethyl)amino)ethyl)amino)ethyl)-2-oxoimidazolidin-1-yl)ethyl)amino)ethyl)azanediyl)diacetonitrile C(#N)CNCCN(CCN(CC#N)CC#N)CCN1C(N(CC1)CCNCCNCC#N)=O